4-cyano-4-((phenylthiocarbonyl)thio)pentanoic acid C(#N)C(CCC(=O)O)(C)SC(=S)C1=CC=CC=C1